Tert-butyl (2R,4r,6S)-4-(3-((trans)-4-(dibenzylamino) cyclohexyl) propoxy)-2,6-dimethylpiperidine-1-carboxylate C(C1=CC=CC=C1)N([C@@H]1CC[C@H](CC1)CCCOC1C[C@H](N([C@H](C1)C)C(=O)OC(C)(C)C)C)CC1=CC=CC=C1